butyl-2-methyl-3-hexadecylimidazole hydrogen sulfate salt S(=O)(=O)(O)O.C(CCC)C=1N(C(=NC1)C)CCCCCCCCCCCCCCCC